5-(acetoxy)-4-(2',4'-Dichloro-4-ethyl[1,1'-biphenyl]-3-yl)-3,6-dihydro-2,2,6,6-tetramethyl-2H-Pyran-3-one C(C)(=O)OC1=C(C(C(OC1(C)C)(C)C)=O)C=1C=C(C=CC1CC)C1=C(C=C(C=C1)Cl)Cl